acrylic hexanoic anhydride C(CCCCC)(=O)OC(C=C)=O